CN1C(C(CCC1)C)=O 1,3-dimethylhexahydropyridin-2-one